[Cl-].[Cl-].ClC=1C=C(C2=CC=CC=C2C1)C(=[Zr+2](C1=CC(=CC=2C3=CC(=CC=C3CC12)C(C)(C)C)C(C)(C)C)C1C=CC=C1)C1=CC(=CC2=CC=CC=C12)Cl di-(3-chloronaphthyl)methylene(cyclopentadienyl)(3,6-di-tert-butylfluorenyl)zirconium dichloride